CC1=C2C(=C3CC[C@@H](NC3=C1)C)N=C(N2[C@@H]2CNCCC2)CC2=CC=CC=C2 methyl-(S)-2-benzyl-7-methyl-3-((S)-piperidin-3-yl)-3,7,8,9-tetrahydro-6H-imidazo[4,5-f]quinoline